[Na+].NCCCC(O)(P(O)(O)=O)P([O-])(O)=O (4-amino-1-hydroxybutylidene)diphosphonic acid monosodium salt